N1C=CC2=CC(=CC=C12)CN1CC2(C1)CC(C2)NC(=O)N2[C@@H](CN(C[C@@H]2C)C2=NC=C(C=N2)C(F)(F)F)C (2R,6S)-N-[2-(1H-indol-5-ylmethyl)-2-azaspiro[3.3]heptan-6-yl]-2,6-dimethyl-4-[5-(trifluoromethyl)pyrimidin-2-yl]piperazine-1-carboxamide